1,24-diiodo-12-tetracosene ICCCCCCCCCCCC=CCCCCCCCCCCCI